IC1=C(C=CC=C1)C(C1=CC=C(C#N)C=C1)OC1=CC=C2C(CCOC2=C1C)=O 4-((2-iodophenyl)((8-methyl-4-oxochroman-7-yl)oxy)methyl)benzonitrile